[Si](C1=CC=CC=C1)(C1=CC=CC=C1)(C(C)(C)C)OCCC(CNC(OCC1=CC=CC=C1)=O)F benzyl (4-((tert-butyldiphenylsilyl)oxy)-2-fluorobutyl)carbamate